(phenylmethyl)methyldimethoxysilane (S)-tert-butyl-3-(tert-butoxy)-2-(2-(3-(3-(pentan-3-ylcarbamoyl)-1H-pyrazol-5-yl)phenyl)oxazole-5-carboxamido)propanoate trifluoroacetate FC(C(=O)O)(F)F.C(C)(C)(C)OC([C@H](COC(C)(C)C)NC(=O)C1=CN=C(O1)C1=CC(=CC=C1)C1=CC(=NN1)C(NC(CC)CC)=O)=O.C1(=CC=CC=C1)C[Si](OC)(OC)C